CC1(C[C@@H](O1)[C@]1(CN(CC1)CC=1N=NC=CC1)CCC1=CC=C(C#N)C=C1)C |o1:3| 4-(2-((R)-3-((R or S)-4,4-dimethyloxetan-2-yl)-1-(pyridazin-3-ylmethyl)pyrrolidin-3-yl)ethyl)benzonitrile